C1(=CC=C(C=C1)N(C=1C=C2C(CC(C2=CC1)(C)C)(C)C1=CC=C(C=C1)N(C1=CC=C(C=C1)OC)C1=CC=C(C=C1)C1=CC=CC=C1)C1=CC=C(C=C1)OC)C1=CC=CC=C1 N-([1,1'-biphenyl]-4-yl)-3-(4-([1,1'-biphenyl]-4-yl(4-methoxyphenyl)amino)phenyl)-N-(4-methoxyphenyl)-1,1,3-trimethyl-2,3-dihydro-1H-inden-5-amine